BrC(C=1C=C(C=C(C1)C(Br)(Br)Br)O)(Br)Br 3,5-bis(tribromomethyl)phenol